C1=CC=C2C(=C1)C=CC3=C2C4=C(C=CC5=CC=CC=C54)OP(=O)(O3)O (S)-(+)-1,1'-binaphthyl-2,2'-diyl hydrogen phosphate